ClC=1C=C(C=CC1)N1CCN(CC1)CC[C@@H]1OC(C2(C1)CCN(CC2)C(CN)=O)=O (R)-3-(2-(4-(3-chlorophenyl)piperazin-1-yl)ethyl)-8-glycyl-2-oxa-8-azaspiro[4.5]decan-1-one